ethyl (R)-3-(1-((benzyloxy)carbonyl)piperidine-3-carboxamido)-6,6-dimethyl-5,6-dihydropyrrolo[3,4-c]pyrazole-1(4H)-carboxylate C(C1=CC=CC=C1)OC(=O)N1C[C@@H](CCC1)C(=O)NC=1C2=C(N(N1)C(=O)OCC)C(NC2)(C)C